N-(4-(((2S,3R,4R,5R,6R)-3,4,5-tris(benzyloxy)-6-((benzyloxy)methyl)tetrahydro-2H-pyran-2-yl)oxy)benzyl)aniline C(C1=CC=CC=C1)O[C@H]1[C@@H](O[C@@H]([C@H]([C@H]1OCC1=CC=CC=C1)OCC1=CC=CC=C1)COCC1=CC=CC=C1)OC1=CC=C(CNC2=CC=CC=C2)C=C1